α,α-dimethyl-3-isopropenylbenzyl isocyanate CC(C1=CC(=CC=C1)C(=C)C)(C)N=C=O